2-methoxy-phenol COC1=C(C=CC=C1)O